trihydroxybenzoic acid anion OC1=C(C(=C(C(=O)[O-])C=C1)O)O